(4-methyl-1,1-dioxidotetrahydro-2H-thiopyran-4-yl)-1H-imidazo[4,5-c]pyridine-2-carboxamide CC1(CCS(CC1)(=O)=O)N1C(=NC=2C=NC=CC21)C(=O)N